5-cyclopropyl-2-((1-(3,5-difluorobenzyl)-1H-indol-5-yl)amino)nicotinic acid C1(CC1)C=1C=NC(=C(C(=O)O)C1)NC=1C=C2C=CN(C2=CC1)CC1=CC(=CC(=C1)F)F